1-(5-chloro-2-((2-Methyl-2,3,7,8,9,9a-hexahydro-1H-benzo[de]isoquinolin-5-yl)amino)pyrimidin-4-yl)-3-methylindole ClC=1C(=NC(=NC1)NC=1C=C2C3=C(CN(CC3CCC2)C)C1)N1C=C(C2=CC=CC=C12)C